C1(CC1)(CS(=O)(=O)[O-])CS(=O)(=O)[O-] cyclopropane-1,1-diylbis(methylene)disulfonate